2-chloro-N-(6-(3,3-difluoroazetidine-1-carbonyl)-5-(difluoromethyl)pyridin-3-yl)-8,8-dimethyl-7,8-dihydro-6H-cyclopenta[e]pyrazolo[1,5-a]pyrimidine-6-carboxamide ClC1=NN2C(N=CC3=C2C(CC3C(=O)NC=3C=NC(=C(C3)C(F)F)C(=O)N3CC(C3)(F)F)(C)C)=C1